7-methoxy-5-(3-(methoxymethoxy)-4-(4,4,5,5-tetramethyl-1,3,2-dioxaborolan-2-yl)phenyl)-2-methyl-2H-pyrazolo[3,4-c]pyridine COC1=NC(=CC=2C1=NN(C2)C)C2=CC(=C(C=C2)B2OC(C(O2)(C)C)(C)C)OCOC